Tert-butyl (6-(2-methyl-2-(4-(trifluoromethyl)phenyl)propionyl)pyridin-3-yl)carbamate CC(C(=O)C1=CC=C(C=N1)NC(OC(C)(C)C)=O)(C)C1=CC=C(C=C1)C(F)(F)F